COC(=O)C1=CC(=C2C(=N1)SC=C2)C=C.NCCNCCC[SiH2]C(OCC)OCC 3-(2-aminoethyl)aminopropyl-diethoxymethylsilane methyl-4-vinylthieno[2,3-b]pyridine-6-carboxylate